3-(2,3,5-tri-O-benzyl-β-D-ribofuranosyl)benzamide C(C1=CC=CC=C1)O[C@H]1[C@@H](O[C@@H]([C@H]1OCC1=CC=CC=C1)COCC1=CC=CC=C1)C=1C=C(C(=O)N)C=CC1